C(C)C1=NC(=CC=C1[C@@H]1CCC[C@H](O1)CC(=O)O)C=1N=NN(C1CN1C(C=CC(=C1)CCC)=O)C |o1:8,12| 2-((2S,6S) or (2R,6R)-6-(2-ethyl-6-(1-methyl-5-((2-oxo-5-propylpyridin-1(2H)-yl)methyl)-1H-1,2,3-triazol-4-yl)pyridin-3-yl)tetrahydro-2H-pyran-2-yl)acetic acid